N-(4-meth-oxyquinolin-8-yl)-3-meth-ylpyridine-2-sulfonamide COC1=CC=NC2=C(C=CC=C12)NS(=O)(=O)C1=NC=CC=C1C